FC1=CC(=C(OC=2C(N(C=CC2C=2C3=C(C(N(C2)C)=O)NC=C3)CCN3CCOCC3)=O)C(=C1)C)C 4-(3-(4-fluoro-2,6-dimethylphenoxy)-1-(2-morpholinoethyl)-2-oxo-1,2-dihydropyridin-4-yl)-6-methyl-1,6-dihydro-7H-pyrrolo[2,3-c]pyridin-7-one